(1-(cyclopropylmethyl)piperidin-3-yl)(2-methoxyquinolin-6-yl)methanone C1(CC1)CN1CC(CCC1)C(=O)C=1C=C2C=CC(=NC2=CC1)OC